C[C@@H]1OC[C@H](O1)C trans-2,4-dimethyl-1,3-dioxolane